O1C(=CC2=C1C=CC=C2)C2=CC=C(C=C2)N(C2=CC=C(C=C2)C2=CC=C(C=C2)C2=CC1=C(N=C(O1)C1=CC=CC=C1)C=C2)C2=CC=C(C=C2)C=2OC1=C(C2)C=CC=C1 N,N-bis(4-benzofuran-2-yl-phenyl)-N-{4'-(2-phenyl-benzooxazole-6-yl)-[1,1']biphenyl-4-yl}-amine